NC1=NC2=CC=CN=C2C(=C1C(=O)OCC)N[C@H](CO)CCC ethyl (S)-2-amino-4-((1-hydroxypentan-2-yl) amino)-1,5-naphthyridine-3-carboxylate